NC=1C=C(C=CC1)S(=O)(=O)NC(=O)C=1C(=NC(=C(C1)C#N)C)OC1=C(C=C(C=C1C)C)C N-(3-Aminophenyl)sulfonyl-5-cyano-6-methyl-2-(2,4,6-trimethylphenoxy)pyridin-3-carboxamid